4-((4,4-dimethyl-1,1-dioxido-1,2,5-thiadiazolidin-2-yl)methyl)-4-methylcyclohexanone CC1(CN(S(N1)(=O)=O)CC1(CCC(CC1)=O)C)C